Pyridine-2,5(3H)-dicarboxylic acid 5-benzyl ester 2-(tert-butyl) ester C(C)(C)(C)OC(=O)C1N=CC(=CC1)C(=O)OCC1=CC=CC=C1